1-(4-bromo-2,3,5,6-tetrafluoro-phenyl)pyrrolidine BrC1=C(C(=C(C(=C1F)F)N1CCCC1)F)F